6-(imidazo[1,2-a]pyridine-3-carbonyl)-N-(4-((4-methylpiperazin-1-yl)methyl)-3-(trifluoromethyl)phenyl)-4,5,6,7-tetrahydrothieno[2,3-c]pyridine-3-carboxamide N=1C=C(N2C1C=CC=C2)C(=O)N2CC1=C(CC2)C(=CS1)C(=O)NC1=CC(=C(C=C1)CN1CCN(CC1)C)C(F)(F)F